N,N'-diglycidyl-4-glycidyloxyaniline C1C(O1)CC2=C(C=CC(=C2)OCC3CO3)NCC4CO4